(2-(2,6-dioxopiperidin-3-yl)-7-methoxy-3-oxoisoindolin-5-yl)methyl(6-phenylpyridin-3-yl)carbamate O=C1NC(CCC1N1CC2=C(C=C(C=C2C1=O)OC(N(C=1C=NC(=CC1)C1=CC=CC=C1)C)=O)OC)=O